3-Hydroxy-4-(1,2,3,4-tetrahydroquinoline-1-carbonyl)-7,8,9,10-tetrahydro-6H-benzo[c]chromen-6-one OC1=CC=C2C3=C(C(OC2=C1C(=O)N1CCCC2=CC=CC=C12)=O)CCCC3